N1C(=CCCC1)C=1C=C2C3(C(NC2=CC1)=O)CC3 5'-(1,4,5,6-Tetrahydropyridin-2-yl)spiro[cyclopropane-1,3'-indoline]-2'-one